CN1N=CC=2C1=NC(=CC2N2CC1=C(CC2)N(N=C1C)CC12CCC(CC1)(CC2)NC(=O)C2N(CCOC2)C)C N-(4-((5-(1,6-dimethyl-1H-pyrazolo[3,4-b]pyridin-4-yl)-3-methyl-4,5,6,7-tetrahydro-1H-pyrazolo[4,3-c]pyridin-1-yl)methyl)bicyclo[2.2.2]octan-1-yl)-4-methylmorpholine-3-carboxamide